decanol maleate C(\C=C/C(=O)O)(=O)O.C(CCCCCCCCC)O